5-(4-cyclopropylphenyl)-N-(1-ethyl-3-nitro-6-oxo-5-(trifluoromethyl)-1,6-dihydropyridin-2-yl)-3-(ethylsulfanyl)pyridinecarboxamide 2,5-diazaspiro[3.4]octane-5-carboxylate C1NCC12N(CCC2)C(=O)O.C2(CC2)C2=CC=C(C=C2)C=2C=C(C(=NC2)C(=O)NC=2N(C(C(=CC2[N+](=O)[O-])C(F)(F)F)=O)CC)SCC